FC1=CC(=C(N[C@@H](C)C=2C=C(C=C3C(C=C(OC23)C2CCOCC2)=O)C)C=C1)C=1C=CC2=C(C=NOB2O)C1 8-[(1S)-1-[4-fluoro-2-(1-hydroxy-2,3,1-benzoxazaborinin-6-yl)anilino]ethyl]-6-methyl-2-tetrahydropyran-4-yl-chromen-4-one